(4-fluorophenyl)(4-(((1r,3s,5R,7S)-3-hydroxyadamantan-1-yl)amino)-2-((4-(4-methylpiperazin-1-yl)phenyl)amino)-7H-pyrrolo[2,3-d]pyrimidin-5-yl)methanone FC1=CC=C(C=C1)C(=O)C1=CNC=2N=C(N=C(C21)NC21CC3(C[C@H](C[C@@H](C2)C3)C1)O)NC1=CC=C(C=C1)N1CCN(CC1)C